[Mg].C(CN)N ethylenediamine magnesium